C(C)(C)(C)OC(=O)N(C(OC(C)(C)C)=O)C1=NC(=CN=C1OC)N1CCOCC1 tert-butyl N-(tert-butoxycarbonyl)-N-[3-methoxy-6-(morpholin-4-yl)pyrazin-2-yl]carbamate